FC=1C=C2C=C(C(NC2=CC1F)C(F)(F)F)C(=O)O 6,7-difluoro-1,2-dihydro-2-trifluoromethyl-3-quinolinecarboxylic acid